3-{3-[1-(4-Amino-3-methyl-1H-pyrazolo[3,4-d]pyrimidin-1-yl)ethyl]-5-chloro-6-cyano-2-ethoxyphenyl}-N-methylazetidine NC1=C2C(=NC=N1)N(N=C2C)C(C)C=2C(=C(C(=C(C2)Cl)C#N)C2CN(C2)C)OCC